FC(C1=CC=C(CSC=2OC3=C(N2)C=CC=C3O)C=C1)(F)F 2-((4-(trifluoromethyl)benzyl)thio)benzo[d]oxazol-7-ol